O=C(CC=CC(=O)O)C=CC=CC=CC=CCCCCCCC 5-KetoEicosapentaenoic Acid